5,7-dichloro-3-methoxy-1,6-naphthyridine ClC1=C2C=C(C=NC2=CC(=N1)Cl)OC